COP1(CCS(O1)(=O)=O)=O 5-methoxy-1,2,5-oxathiaphospholane-2,2,5-trioxide